CNC(=O)C1=NN(C(=C1)C(=O)NC=1C=NNC1)[C@@H](C)C1=NC=CC=C1 (S)-N3-methyl-N5-(1H-pyrazol-4-yl)-1-(1-(pyridin-2-yl)ethyl)-1H-pyrazole-3,5-dicarboxamide